(S)-ethyl 3-amino-3-(4-fluoro-2',5,6'-trimethylbiphenyl-3-yl)propanoate N[C@@H](CC(=O)OCC)C=1C=C(C=C(C1F)C)C1=C(C=CC=C1C)C